N-(4-((5,5-dioxido-3,4-dihydro-2H-[1,4]oxathiepino[3,2-b]pyridin-7-yl)amino)-5-(1-methyl-1H-pyrazol-3-yl)pyridin-2-yl)acetamide O=S1(CCCOC=2C1=NC(=CC2)NC2=CC(=NC=C2C2=NN(C=C2)C)NC(C)=O)=O